8-(1-(tetrahydropyran-2-yloxy)ethoxycarbonyl)-tetracyclo[4.4.0.12,5.17,10]-3-dodecene O1C(CCCC1)OC(C)OC(=O)C1C2C3C4C=CC(C3C(C1)C2)C4